4-(4-((5,7-dimethyl-1H-indol-4-yl)methyl)-1-isopropylpiperidin-3-yl)benzoic acid CC=1C(=C2C=CNC2=C(C1)C)CC1C(CN(CC1)C(C)C)C1=CC=C(C(=O)O)C=C1